3-methyl-2-(4-{[(3R)-1-methylpiperidin-3-yl]amino}pyrrolo[1,2-d][1,2,4]triazin-1-yl)-5-(trifluoromethyl)phenol CC=1C(=C(C=C(C1)C(F)(F)F)O)C=1C=2N(C(=NN1)N[C@H]1CN(CCC1)C)C=CC2